methyl-morpholine-4-carboxylate COC(=O)N1CCOCC1